(R)-4-((6'-Chloro-6-(2-hydroxypropan-2-yl)-[2,3'-bipyridin]-4'-yl)amino)butan-2-ol ClC1=CC(=C(C=N1)C1=NC(=CC=C1)C(C)(C)O)NCC[C@@H](C)O